C(C)(C)(C)OC(=O)NCC1=CC=C(C=C1)NC(=O)C1=CC=C(S1)C=1CCN(CC1)C(=O)OC(C)(C)C tert-butyl 4-(5-{[4-({[(tert-butoxy)carbonyl]amino}methyl)phenyl]carbamoyl}thiophen-2-yl)-1,2,3,6-tetrahydropyridine-1-carboxylate